FC1(CC(C1)C1=CC=2C=NC(=CC2N1COCC[Si](C)(C)C)NC1CCOCC1)F 2-(3,3-difluorocyclobutyl)-N-tetrahydropyran-4-yl-1-(2-trimethylsilylethoxymethyl)pyrrolo[3,2-c]Pyridin-6-amine